[Sn].[Fe] iron-tin